ClC=1C=CC2=C([C@@H](C[C@@H](O2)C(=O)NC23CCC(C2)(C3)NC(COC3=CC(=C(C=C3)Cl)F)=O)O)C1 (2R,4R)-6-chloro-N-{4-[2-(4-chloro-3-fluorophenoxy)acetamido]bicyclo[2.1.1]hexan-1-yl}-4-hydroxy-3,4-dihydro-2H-1-benzopyran-2-carboxamide